C1(CC1)[C@@H](C1=NC=2N(C=C1)C=C(N2)[C@@H](NC(=O)C=2C=NN(C2C)CCC(F)(F)F)C2CCC(CC2)(F)F)NC(CCC(F)(F)F)=O |o1:3| N-((S)-(7-((S*)-Cyclopropyl(4,4,4-trifluorobutanamido)methyl)imidazo[1,2-a]pyrimidin-2-yl)(4,4-difluorocyclohexyl)methyl)-5-methyl-1-(3,3,3-trifluoropropyl)-1H-pyrazole-4-carboxamide